2,3-difluoro-N,N-di(propan-2-yl)benzamide p-chlorobenzyl-carbamate (p-chlorobenzyl-carbamate) ClC1=CC=C(CNC(O)=O)C=C1.ClC1=CC=C(CNC(O)=O)C=C1.FC1=C(C(=O)N(C(C)C)C(C)C)C=CC=C1F